C(C)(C)C(CO)CCO 2-isopropyl-1,4-butanediol